C(#N)C1=CC(=C(COC2=NC(=NC=C2)C2CCN(CC2)C(=O)OC(C)(C)C)C=C1)F Tertbutyl 4-(4-((4-cyano-2-fluorobenzyl)oxy)pyrimidin-2-yl)piperidin-1-formate